C(=O)O.ClC=1C=C2C(=CC(=NC2=CC1)C(F)(F)F)N[C@@H]1C[C@@H](CCC1)NC=1C=2N(C=CN1)N=C(C2)C (1s,3r)-N1-(6-chloro-2-(trifluoromethyl)quinolin-4-yl)-N3-(2-methylpyrazolo[1,5-a]pyrazin-4-yl)cyclohexane-1,3-diamine formate